C(CCCCCCCCCCCCCCCCC)(=O)NCCCN(CC)CC stearamidopropyldiethylamine